CC1(C(=O)NC(=O)N1CO)C (hydroxymethyl)-5,5-dimethyl-2,4-imidazolidinedione